Hydroxypentenyl-butyrate OCCCC=COC(CCC)=O